O=C1OCC2=CC(=CC=C12)NC1(CCCC1)C#N 1-((1-oxo-1,3-dihydroisobenzofuran-5-yl)amino)cyclopentanecarbonitrile